(6aR)-8-acryloyl-1-(2-azabicyclo[3.1.0]hexan-2-yl)-4-chloro-3-(2-fluoro-6-hydroxyphenyl)-6,6a,7,8,9,10-hexahydro-12H-pyrazino[2,1-c]pyrido[3,4-f][1,4]oxazepin-12-one C(C=C)(=O)N1C[C@@H]2COC3=C(C(N2CC1)=O)C(=NC(=C3Cl)C3=C(C=CC=C3O)F)N3C1CC1CC3